3-bromo-5-chloro-anthranilic acid BrC1=C(C(C(=O)O)=CC(=C1)Cl)N